7-Bromo-6-(4-((1-(3-fluoropropyl)azetidin-3-yl)methyl)phenyl)-3-tosyl-3,8,9,10-tetrahydrocyclohepta[e]indole BrC1=C(C2=C(C=3C=CN(C3C=C2)S(=O)(=O)C2=CC=C(C)C=C2)CCC1)C1=CC=C(C=C1)CC1CN(C1)CCCF